[Li].[Pb] lead lithium salt